C(#N)CC(=O)NC(C)C 2-Cyano-N-isopropyl-acetamide